1-(allyloxy)-3-(1-methylpropynyloxy)-2-propanol difluorophosphate P(=O)(F)(F)OC(COCC=C)COC(C#C)C